(2S)-3-(3-Cyano-phenyl)-2-aminopropanoic acid C(#N)C=1C=C(C=CC1)C[C@@H](C(=O)O)N